BrC1=CC=C(C=C1)C1=NC(=NC(=C1C1=CC=CC=C1)C1=CC=CC=C1)C1=CC=C(C=C1)Cl 4-(4-bromophenyl)-2-(4-chlorophenyl)-5,6-diphenylpyrimidine